1-(3-(((6-amino-5-(1-benzyl-1H-pyrazol-4-yl)pyrimidin-4-yl)amino)methyl)-8-azabicyclo[3.2.1]octan-8-yl)prop-2-en-1-one NC1=C(C(=NC=N1)NCC1CC2CCC(C1)N2C(C=C)=O)C=2C=NN(C2)CC2=CC=CC=C2